decyl 7-(4-(4-(benzo[b]thiophen-4-yl)piperazin-1-yl)butoxy)-2-oxoquinoline-1(2H)-carboxylate S1C2=C(C=C1)C(=CC=C2)N2CCN(CC2)CCCCOC2=CC=C1C=CC(N(C1=C2)C(=O)OCCCCCCCCCC)=O